diethyl 2-[(1,4-diethoxy-1,4-dioxobut-2-en-2-yl)amino]but-2-enedioate C(C)OC(C(=CC(=O)OCC)NC(C(=O)OCC)=CC(=O)OCC)=O